2-Phenyl-1,2,3,4-tetrahydroquinoline C1(=CC=CC=C1)C1NC2=CC=CC=C2CC1